tert-butyl (3S)-3-(4-amino-3-iodo-pyrazolo[3,4-d]pyrimidin-1-yl)pyrrolidine-1-carboxylate NC1=C2C(=NC=N1)N(N=C2I)[C@@H]2CN(CC2)C(=O)OC(C)(C)C